C(C1CO1)OC(C)C 2-propyl glycidyl ether